1-{[3-(2-chlorophenyl)-2-(2,4-difluorophenyl)oxirane-2-yl]methyl}-1H-1,2,4-triazol-5-ylthiocyanate ClC1=C(C=CC=C1)C1C(O1)(C1=C(C=C(C=C1)F)F)CN1N=CN=C1SC#N